4-[[3-(piperidine-1-carbonyl)pyrazolo[1,5-a]pyridin-7-yl]amino]-1H-Pyrimidine-6-one N1(CCCCC1)C(=O)C=1C=NN2C1C=CC=C2NC=2N=CNC(C2)=O